CN1C=NC=2CN(CCC21)C2=C1C=CC(=CC1=CC=C2)C(=O)N2CCCCC2 (5-(1-methyl-1,4,6,7-tetrahydro-5H-imidazo[4,5-c]pyridin-5-yl)naphthalen-2-yl)(piperidin-1-yl)methanone